(benzo[d]thiazol-2-yl)ethan-1-ol S1C(=NC2=C1C=CC=C2)C(C)O